CC=1N(C(=CC1)C)C1=NN=C(S1)N1N=CC=C1CC(=O)N {2-[5-(2,5-dimethylpyrrol-1-yl)-1,3,4-thiadiazol-2-yl]pyrazol-3-yl}acetamide